N1=C(N=CC=C1)NCCN N1-(pyrimidin-2-yl)ethane-1,2-diamine